C(C)(=O)N1[C@H]([C@@H]([C@H](C2=CC(=CC=C12)OCCO[Si](C)(C)C(C)(C)C)NC(OCC1=CC=CC=C1)=O)C)C1CC1 benzyl ((2S,3R,4R)-1-acetyl-6-(2-((tert-butyldimethylsilyl)oxy)ethoxy)-2-cyclopropyl-3-methyl-1,2,3,4-tetrahydroquinolin-4-yl)carbamate